O1C=CC2=C1C=CC=C2NC2=NC=1N(C(=C2)NC)N=CC1NC(=O)NC 1-(5-(benzofuran-4-ylamino)-7-(methylamino)pyrazolo[1,5-a]pyrimidin-3-yl)-3-methylurea